(1R,2R,4S)-2-((6-(1-methyl-1H-pyrazol-4-yl)pyrazolo[1,5-a]pyrazin-4-yl)oxy)-7-azabicyclo[2.2.1]heptane-7-carboxylate CN1N=CC(=C1)C=1N=C(C=2N(C1)N=CC2)O[C@H]2[C@H]1CC[C@@H](C2)N1C(=O)[O-]